SC(CC(=O)OCC(COC(CC(CC)S)=O)(COC(CC(CC)S)=O)COC(CC(CC)S)=O)CC pentaerythritol tetrakis(3-mercaptovalerate)